1,1-di(methyl)ethyl 4-(5,6,7,8-tetrahydropyrido[3,4-d]pyrimidin-4-yl)piperazine-1-carboxylate N1=CN=C(C2=C1CNCC2)N2CCN(CC2)C(=O)OC(C)(C)C